ClC1=CC2=C(N(C(N2)=O)C2CC2)C=C1 5-chloro-1-cyclopropyl-1H-benzo[d]imidazol-2(3H)-one